C(=C)C1=C(C=CC(=C1)C)S(=O)(=O)O.CC1=CC=C(C=C1)S(=O)(=O)OC=C vinyl 4-methylbenzenesulfonate (vinyl 4-methylbenzenesulfonate)